ClC1=CC=C2C(=CNC2=C1)S(=O)(=O)NC1=CC2=C(COC2=O)C=C1F 6-chloro-N-(6-fluoro-3-oxo-1,3-dihydro-2-benzofuran-5-yl)-1H-indole-3-sulfonamide